methyl 2-(((1H-indol-5-yl)methyl)amino)-2-(4-fluorophenyl)acetate N1C=CC2=CC(=CC=C12)CNC(C(=O)OC)C1=CC=C(C=C1)F